8-bromo-1-(cyclopropylmethyl)-7,9-difluoro-4,4-dimethyl-4,5-dihydro-[1,2,4]triazolo[4,3-a]quinoxaline BrC1=C(C=C2NC(C=3N(C2=C1F)C(=NN3)CC3CC3)(C)C)F